O1C=CC2=C1C(=CC=C2)C2=CC(=CN2)S(=O)(=O)NC2=C(C=C(C(=C2)F)C#N)F 5-(1-benzofuran-7-yl)-N-(4-cyano-2,5-difluorophenyl)-1H-pyrrole-3-sulfonamide